(2S,4S)-tert-butyl 2-(4-bromobenzyl)-4-((tert-butyldimethylsilyl)oxy)-2-(hydroxymethyl)pyrrolidine-1-carboxylate BrC1=CC=C(C[C@@]2(N(C[C@H](C2)O[Si](C)(C)C(C)(C)C)C(=O)OC(C)(C)C)CO)C=C1